1-(2-bromo-5-fluorophenyl)ethanol BrC1=C(C=C(C=C1)F)C(C)O